(S)-2-(3-bromo-5-chloro-4-fluoro-2-isopropoxyphenyl)propionic acid BrC=1C(=C(C=C(C1F)Cl)[C@@H](C(=O)O)C)OC(C)C